N1=CC=C(C=C1)C=1C=C(C=CC1)C=1N=C(SC1)NC(=O)[C@@H]1N(CC1)C(=O)OC(C)(C)C (R)-tert-butyl 2-((4-(3-(pyridin-4-yl)phenyl)thiazol-2-yl)carbamoyl)azetidine-1-carboxylate